4-(2-(allyloxy)benzylidene)-3-(4-nitrophenyl)isoxazol-5(4H)-one C(C=C)OC1=C(C=C2C(=NOC2=O)C2=CC=C(C=C2)[N+](=O)[O-])C=CC=C1